N-(2-carbamoyl-4-chloro-6-methyl-phenyl)-2-(1,2-dimethylpropyl)-5-(trifluoromethyl)pyrazole-3-carboxamide C(N)(=O)C1=C(C(=CC(=C1)Cl)C)NC(=O)C=1N(N=C(C1)C(F)(F)F)C(C(C)C)C